CC=1C=2N(C=C(N1)C)N=C(C2)C=2N=C1N(C(C2)=O)C=C(C=C1)N1CCC(CC1)CN1CCCCC1 2-(4,6-dimethylpyrazolo[1,5-a]pyrazin-2-yl)-7-[4-(piperidin-1-ylmethyl)piperidin-1-yl]-4H-pyrido[1,2-a]pyrimidin-4-one